C1C(CC12CCC2)NC(=O)NC(C)C2=CC(=NC=C2)OC(C(F)(F)F)C 1-(Spiro[3.3]heptan-2-yl)-3-(1-(2-((1,1,1-trifluoropropan-2-yl)oxy)pyridin-4-yl)ethyl)urea